O1CCOC2=C1C=CC(=C2)C=2C(=C(C=C(C2)F)NC(=O)C=2SC=1CNCCC1N2)C N-[3-(2,3-dihydro-1,4-benzodioxin-6-yl)-5-fluoro-2-methylphenyl]-4,5,6,7-tetrahydro[1,3]thiazolo[5,4-c]pyridine-2-carboxamide